C(CCC)OC(=O)N1CSCC1 3-(butoxycarbonyl)-1,3-thiazolidine